1-(4-chlorophenyl)-3-fluorocyclobutanecarbonitrile ClC1=CC=C(C=C1)C1(CC(C1)F)C#N